ClC(CCCCCCCC(=O)NC=1C=CC(=C2C=CC=NC12)I)CC(F)(F)F 9-chloro-11,11,11-trifluoro-N-(5-iodoquinolin-8-yl)undecanamide